triflic acid diphenylamine salt C1(=CC=CC=C1)NC1=CC=CC=C1.OS(=O)(=O)C(F)(F)F